2,3,4,6-tetra-O-acetylglucose trichloroacetimidate ClC(C(=N)O[C@@H]([C@H]([C@@H]([C@H](C=O)OC(C)=O)OC(C)=O)OC(C)=O)COC(C)=O)(Cl)Cl